ClC=1C(=C2C(=NC1C)CN(C2)C(=O)[C@H]2CN(CC2)C2=NC(=NC=C2)OC)C (3-chloro-2,4-dimethyl-5,7-dihydropyrrolo[3,4-b]pyridin-6-yl)-[(3R)-1-(2-methoxypyrimidin-4-yl)pyrrolidin-3-yl]methanone